C(C)(C)(C)N=C(N=CC(C)(C)C)[Co]C(=NC(C)(C)C)N=CC(C)(C)C.[Co] cobalt bis(1,4-di-t-butyl-1,3-diazabutadienyl)cobalt (II)